C(C1=CC=CC=C1)N1C[C@@H]2N(C=3N=CC=C(C3CC2)C2CC2)CC1 (R)-8-benzyl-4-cyclopropyl-6,6a,7,8,9,10-hexahydro-5H-pyrazino[1,2-a][1,8]naphthyridine